6-[(1R,2S)-5'-methoxy-1'-methyl-2'-oxospiro[cyclopropane-1,3'-indole]-2-yl]Indazole-1-carboxylic acid tert-butyl ester C(C)(C)(C)OC(=O)N1N=CC2=CC=C(C=C12)[C@@H]1C[C@@]12C(N(C1=CC=C(C=C21)OC)C)=O